O=C(C(=O)OCC([C@H](C[C@H]1C(NCC1)=O)NC(=O)[C@H]1N(C[C@H]2[C@@H]1CCC2)C(=O)C=2NC1=CC=CC(=C1C2)OC)=O)C2=CC=CC=C2 (S)-3-((1S,3aR,6aS)-2-(4-methoxy-1H-indole-2-carbonyl)octahydrocyclopenta[c]pyrrole-1-carboxamido)-2-oxo-4-((S)-2-oxopyrrolidin-3-yl)butyl 2-oxo-2-phenylacetate